3-((2-bromo-5-chlorophenyl)(4-methoxybenzyl)carbamoyl)azetidine-1-carboxylic acid tert-butyl ester C(C)(C)(C)OC(=O)N1CC(C1)C(N(CC1=CC=C(C=C1)OC)C1=C(C=CC(=C1)Cl)Br)=O